1-(3-methoxybenzyl)-1-(quinolin-6-ylmethyl)thiourea COC=1C=C(CN(C(=S)N)CC=2C=C3C=CC=NC3=CC2)C=CC1